CN1N=C(C=C1CN1[C@@H]2CN([C@H](C1)C2)C2=C(C=CC=C2)/C=C/C(=O)NO)C (E)-3-(2-((1S,4S)-5-((1,3-dimethyl-1H-pyrazol-5-yl)methyl)-2,5-diaza-bicyclo[2.2.1]heptan-2-yl)phenyl)-N-hydroxyacrylamide